(2S)-2-(1-Chlorocyclopropyl)-4-[(1S)-2,2-dichlorocyclopropyl]-1-(1H-1,2,4-triazole-1-yl)butan-2-ol ClC1(CC1)[C@@](CN1N=CN=C1)(CC[C@@H]1C(C1)(Cl)Cl)O